ethyl 4-[[2-(4-morpholin-4-ylphenyl)imidazo[1,2-a]pyrazin-3-yl]amino]benzoate N1(CCOCC1)C1=CC=C(C=C1)C=1N=C2N(C=CN=C2)C1NC1=CC=C(C(=O)OCC)C=C1